C[C@@H]1CN(CCN1C=1C=NC(=CC1)[N+](=O)[O-])C(=O)OC(C)(C)C tert-butyl (R)-3-methyl-4-(6-nitropyridin-3-yl)piperazine-1-carboxylate